Cl.FC1=CC=C(C=C1)C1=C(N=C(N1)C1=CC=C(C=C1)S(=O)(=O)C)C1=CC=NC=C1 4-[5-(4-Fluorophenyl)-2-[4-(methylsulphonyl)phenyl]-1H-imidazol-4-yl]pyridine hydrochloride